[Na+].C(C(=C)C)(=O)OCCS(=O)(=O)[O-] sulfoethyl methacrylate, sodium salt